[Sn+2].C(CCCCCCC)(=O)O.C(CCCCCCC)(=O)O dioctanoic acid tin (II)